FC(C=1C(=C(C=CC1)[C@@H](C)NC1=NN(C(C=2C1=CN(C(C2)=O)C21CC(C2)(C1)N1CCOCC1)=O)C)F)F (R)-4-((1-(3-(difluoromethyl)-2-fluorophenyl)ethyl)amino)-2-methyl-6-(3-morpholinobicyclo[1.1.1]pentan-1-yl)-2,6-dihydropyrido[3,4-d]pyridazine-1,7-dione